BrC1=C(C(=C(C=C1)N=S(=O)(C)C)F)F (4-bromo-2,3-difluoro-phenyl)imino-dimethyl-oxo-λ6-sulfane